NC=1C(=NC=C(C1CNC1CCC(CC1)C(=O)NC1=CC(=C(C=C1)C)OC)C)Cl (1s,4s)-4-(((3-Amino-2-chloro-5-methylpyridin-4-yl)methyl)amino)-N-(3-methoxy-4-methylphenyl)cyclohexanecarboxamide